1,1'-sulfinylbis-methane S(=O)(C)C